CN1C(=NCC1=O)SC 1-methyl-2-methylsulfanyl-4H-imidazol-5-one